p-tolylsulfonylformonitrile C1(=CC=C(C=C1)S(=O)(=O)C#N)C